BrC=1C=C(C=C2C(C=C(OC12)N1CCC(CC1)(C)C)=O)C 8-bromo-2-(4,4-dimethyl-1-piperidyl)-6-methyl-chromen-4-one